CC(C)(C)OC(=O)N1C=C(C2=CC=C(C=C12)N1C[C@H](CC1)N[C@H](C)C1=CC=CC2=CC=CC=C12)C(C(F)(F)F)=O 6-[(3S)-3-{[(1R)-1-(naphthalen-1-yl)ethyl]amino}tetrahydro-1H-pyrrol-1-yl]-3-(trifluoroacetyl)indole-1-carboxylic acid 2-methylpropan-2-yl ester